NCCOCOCCN 1,7-diamino-3,5-dioxaheptane